2-cyclohexyl-4-(trifluoromethyl)aniline C1(CCCCC1)C1=C(N)C=CC(=C1)C(F)(F)F